1-(5-tert-butyl-2H-pyrazol-3-yl)-3-{4-[5-(3-methyl-oxetan-3-ylmethoxy)-benzoimidazol-1-yl]-phenyl}-urea C(C)(C)(C)C=1C=C(NN1)NC(=O)NC1=CC=C(C=C1)N1C=NC2=C1C=CC(=C2)OCC2(COC2)C